C(C1=CC=CC=C1)N1C(NC2=C1C=CC(=C2)C(=O)OC)=O methyl 1-benzyl-2-oxo-2,3-dihydro-1H-1,3-benzodiazole-5-carboxylate